2,5-bis(isocyanatomethyl)tetrahydrofurane N(=C=O)CC1OC(CC1)CN=C=O